1-(4-((4-(3-(2-(methyl)phenyl)-3-oxoprop-1-en-1-yl)phenyl)thio)phenyl)octan-1-one CC1=C(C=CC=C1)C(C=CC1=CC=C(C=C1)SC1=CC=C(C=C1)C(CCCCCCC)=O)=O